CN1C(CN(CCN(CC1)C)C)C 1,2,4,7-tetramethyl-1,4,7-triazacyclonon-ane